Cl.C1(CCCCC1)CCNCC1=C(C=CC=C1)C=1SC=CC1 2-cyclohexyl-N-(2-(thiophen-2-yl)benzyl)ethanamine hydrochloride